C(C)(C)(C)[Si](C)(C)OCC1=CC(=CC=C1)I Tert-butyl-[(3-iodophenyl)methoxy]-dimethyl-silane